C(=CCCC)N=C=S pent-1-enyl isothiocyanate